[P].[Na] sodium phosphorus